4-chlorobenzyl (4-((3-oxomorpholino)meth-yl)phenyl)carbamate O=C1COCCN1CC1=CC=C(C=C1)NC(OCC1=CC=C(C=C1)Cl)=O